[Tb].C(C)C1=CC=CC1 (ethylcyclopentadiene) terbium